phenyl (3-chloro-4,5-difluorophenyl)carbamate ClC=1C=C(C=C(C1F)F)NC(OC1=CC=CC=C1)=O